C(=O)O.ClC=1C=C2CCCN(C2=C(C1)C1=C2C(=NC=C1)C=C(S2)CN2C(CCC2=O)=O)[C@@H]2CN[C@@H](C2)CO 1-((7-(6-chloro-1-((3S,5S)-5-(hydroxymethyl)pyrrolidin-3-yl)-1,2,3,4-tetrahydroquinolin-8-yl)thieno[3,2-b]pyridin-2-yl)methyl)pyrrolidine-2,5-dione, formic acid salt